ClC1=NC=C(C(=C1)C1=C(C=NC(=C1)C)C(=O)NC=1SC2=C(C=NC(=C2F)C2=C(N=NN2C)C)N1)OC([2H])([2H])[2H] 2'-chloro-N-(6-(1,4-dimethyl-1H-1,2,3-triazol-5-yl)-7-fluorothiazolo[4,5-c]pyridin-2-yl)-5'-(methoxy-d3)-6-methyl-[4,4'-bipyridine]-3-carboxamide